2-(2,6-dioxopiperidin-3-yl)-4-((2-(2-(prop-2-yn-1-yloxy)ethoxy)ethyl)amino)isoindoline-1,3-dione O=C1NC(CCC1N1C(C2=CC=CC(=C2C1=O)NCCOCCOCC#C)=O)=O